NC1=CC=C(C=C1)C(C(CO)O)O 1-(4-amino-phenyl)-propane-1,2,3-triol